N-forMylsaccharin C(=O)N1S(=O)(=O)C2=CC=CC=C2C1=O